C(C)C(CCCCCCCN)N ethyl-1,8-Octandiamin